tert-butyl N-[2-[5-methyl-4-nitro-2-(2-trimethylsilylethoxymethyl)-pyrazol-3-yl]-4-morpholino-phenyl]carbamate CC=1C(=C(N(N1)COCC[Si](C)(C)C)C1=C(C=CC(=C1)N1CCOCC1)NC(OC(C)(C)C)=O)[N+](=O)[O-]